4'-bromo-2',5'-difluoro-[1,1'-biphenyl]-2-ol BrC1=CC(=C(C=C1F)C=1C(=CC=CC1)O)F